(5S,8R)-8-[(1S)-7-(1,5-dimethyl-1H-pyrazol-4-yl)-2,2-difluoro-1-hydroxy-2,3-dihydro-1H-inden-4-yl]-3,5-difluoro-5,6,7,8-tetrahydronaphthalene-1-carbonitrile CN1N=CC(=C1C)C=1C=CC(=C2CC([C@H](C12)O)(F)F)[C@H]1CC[C@@H](C=2C=C(C=C(C12)C#N)F)F